(trans)-N-(5-chloro-6-(2H-1,2,3-triazol-2-yl)pyridin-3-yl)-2-fluoro-8-methyl-8-(1-(trifluoromethyl)-1H-pyrazol-4-yl)-7,8-dihydro-6H-cyclopenta[e]pyrazolo[1,5-a]pyrimidine-6-carboxamide ClC=1C=C(C=NC1N1N=CC=N1)NC(=O)[C@@H]1C[C@](C2=C1C=NC=1N2N=C(C1)F)(C=1C=NN(C1)C(F)(F)F)C